FC(C(C)(C)O)(F)C=1C(=C(C=CC1)[C@@H](C)NC1=NC(=NC2=CC3=C(C=C12)N(C(C31CCOCC1)=O)C)C)F (R)-4'-((1-(3-(1,1-difluoro-2-hydroxy-2-methylpropyl)-2-fluorophenyl)ethyl)amino)-2',6'-dimethyl-2,3,5,6-tetrahydrospiro[pyran-4,8'-pyrrolo[2,3-g]quinazolin]-7'(6'H)-one